FC(S(=O)(=O)[O-])(F)F.CN1C=[NH+]C=C1 1-Methylimidazolium trifluoromethansulfonat